4-chloro-6-((R)-2-chloro-8-methyl-8-(trifluoromethyl)-7,8-dihydro-6H-pyrazolo[1,5-a]pyrrolo[2,3-e]pyrimidine-6-carboxamido)-2-(((S)-pyrrolidin-3-yl)oxy)nicotinic acid ClC1=CC(=NC(=C1C(=O)O)O[C@@H]1CNCC1)NC(=O)N1C[C@](C2=C1C=NC=1N2N=C(C1)Cl)(C(F)(F)F)C